1-Allyl-1H-benzo[d]imidazole C(C=C)N1C=NC2=C1C=CC=C2